C(C)(=O)N1C(C(C2=CC=CC=C12)=O)=CC1=CC(=C(OCC(=O)N)C=C1)OCC 2-(4-((1-acetyl-3-oxoindolin-2-ylidene)methyl)-2-ethoxyphenoxy)-acetamide